N=C[Si](C)(C)N=S(=O)(C)C1=CC=C(C=C1)OC imino(4-methoxyphenyl)(methyl)((trimethylsilyl)imino)-λ6-sulfanone